4-(bromomethyl)-3-methoxy-benzonitrile BrCC1=C(C=C(C#N)C=C1)OC